pentanediamine hydrochloride Cl.C(CCCC)(N)N